2-amino-5-(4-chlorophenyl)-4-oxo-4,5-dihydrofuran-3-yl-5-d propane-2-sulfonate CC(C)S(=O)(=O)OC1=C(OC(C1=O)([2H])C1=CC=C(C=C1)Cl)N